(2S)-2-[(3R)-Pyrrolidin-3-yl]-3-[3'-(2,2,2-trifluoroethoxy)biphenyl-3-yl]propanoic acid hydrochloride Cl.N1C[C@H](CC1)[C@@H](C(=O)O)CC=1C=C(C=CC1)C1=CC(=CC=C1)OCC(F)(F)F